methyl-2-(5-fluoropyridin-2-yl)-4,5,6,7-tetrahydropyrazolo[1,5-a]Pyridine CC=1C(=NN2C1CCCC2)C2=NC=C(C=C2)F